8-bromo-3-chloro-1,5-naphthyridine BrC=1C=CN=C2C=C(C=NC12)Cl